Cl.C(#N)C1(CCCCC1)N 1-cyanocyclohexylamine hydrochloride